N1(CCCCC1)C(C(=O)N)=C 2-(piperidin-1-yl)propenamide